N-(4-((4-(4-cyano-6-methylpyrimidin-2-yl)piperazin-1-yl)sulfonyl)phenyl)-2-(methyl-sulfonamido)benzamide C(#N)C1=NC(=NC(=C1)C)N1CCN(CC1)S(=O)(=O)C1=CC=C(C=C1)NC(C1=C(C=CC=C1)NS(=O)(=O)C)=O